cis-N-(2-((1s,3s)-3-aminocyclobutane-1-carboxamido)ethyl)-4-((3-(1-(cyanomethyl)-3-(trifluoromethyl)-1H-pyrazol-4-yl)imidazo[1,2-a]pyrazin-8-yl)amino)-2-ethylbenzamide N[C@H]1C[C@H](C1)C(=O)NCCNC(C1=C(C=C(C=C1)NC=1C=2N(C=CN1)C(=CN2)C=2C(=NN(C2)CC#N)C(F)(F)F)CC)=O